N-(2-methoxyethyl)-1-methyl-2-((4,5,6,7-tetrahydrobenzo[d]thiazol-2-yl)amino)-1H-benzo[d]imidazole-5-carboxamide COCCNC(=O)C1=CC2=C(N(C(=N2)NC=2SC3=C(N2)CCCC3)C)C=C1